[Li].[Mn](=O)(=O)(O)O manganic acid lithium